2-((5-fluorobenzo[d]oxazol-2-yl)amino)-N-(isoxazol-4-yl)benzo[d]oxazole-5-carboxamide FC=1C=CC2=C(N=C(O2)NC=2OC3=C(N2)C=C(C=C3)C(=O)NC=3C=NOC3)C1